FC(C(=O)O)(F)F.N[C@@H](CCC(=O)O)C(=O)O L-glutamic acid compound with 2,2,2-trifluoroacetic acid